(S)-4-phenyl-1-prolyl-indoline TFA salt OC(=O)C(F)(F)F.C1(=CC=CC=C1)C1=C2CCN(C2=CC=C1)C([C@H]1NCCC1)=O